(P)-tert-butyl((5-cyano-7-(5-(1-cyano-3-fluoronaphthalen-2-yl)-1-methyl-1H-pyrazol-4-yl)-4-oxo-3,4-dihydrophthalazine-1-yl)methyl)carbamate C(C)(C)(C)OC(NCC1=NNC(C2=C(C=C(C=C12)C=1C=NN(C1C1=C(C2=CC=CC=C2C=C1F)C#N)C)C#N)=O)=O